5-[(7-chloro-1H-indol-3-yl)methyl]-3-[4-[3-(2-imidazo[1,2-b]pyridazin-3-ylethynyl)-4-methylphenyl]butyl]imidazolidine-2,4-dione ClC=1C=CC=C2C(=CNC12)CC1C(N(C(N1)=O)CCCCC1=CC(=C(C=C1)C)C#CC1=CN=C2N1N=CC=C2)=O